CC=1C=C2C(C=C(OC2=C(C1)C(C)NC1=C(C(=O)O)C=CC=C1)C=1C=C2CCNC(C2=CC1)=O)=O 2-((1-(6-Methyl-4-oxo-2-(1-oxo-1,2,3,4-tetrahydroisoquinolin-6-yl)-4H-chromen-8-yl)ethyl)amino)benzoic acid